3-chloro-2-(7-methoxy-6-nitroquinolin-4-yl)-5H,6H,7H-pyrazolo[1,5-a]pyrazin-4-one ClC=1C(=NN2C1C(NCC2)=O)C2=CC=NC1=CC(=C(C=C21)[N+](=O)[O-])OC